FC1=CC(=C(C=C1)C1=NC=CC=C1CC1=CC=NN1C)C(C)O 5-({2-[4-fluoro-2-(1-hydroxyethyl)phenyl]pyridine-3-yl}methyl)-1-methyl-1H-pyrazole